C(C1=CC=CC=C1)SC=1C=C(C=CC1)C[C@H](C(=O)OC(C)(C)C)[C@@H]1CN(CC1)C(=O)OC(C)(C)C tert-butyl (3R)-3-[(1S)-1-[(3-benzylsulfanylphenyl)methyl]-2-tert-butoxy-2-oxo-ethyl]pyrrolidine-1-carboxylate